FC1=CC=C2C(=CNC(C2=C1F)=O)[C@@H](C)N(C(=O)C1=CC2=C(N1)CCC2)C |r| Racemic-N-(1-(7,8-difluoro-1-oxo-1,2-dihydroisoquinolin-4-yl)ethyl)-N-methyl-1,4,5,6-tetrahydrocyclopenta[b]pyrrole-2-carboxamide